N-({5-chloro-6-[(2-methyl-2H-1,2,3-triazol-4-yl)methoxy]-2-indolyl}methyl)cyclopropanecarboxamide ClC=1C=C2C=C(NC2=CC1OCC1=NN(N=C1)C)CNC(=O)C1CC1